4'-(4-cyanotetrahydro-2H-pyran-4-yl)-N-((4,6-dimethyl-2-oxo-1,2-dihydropyridin-3-yl)methyl)-5-(ethyl-(tetrahydro-2H-pyran-4-yl)amino)-4-methyl-[1,1'-biphenyl]-3-carboxamide C(#N)C1(CCOCC1)C1=CC=C(C=C1)C1=CC(=C(C(=C1)N(C1CCOCC1)CC)C)C(=O)NCC=1C(NC(=CC1C)C)=O